([1,1'-biphenyl]-4,4'-diyl-bis(methylene))bis(N,N-dimethylpyridin-4-amine) C1(=CC=C(C=C1)CC1=NC=CC(=C1)N(C)C)C1=CC=C(C=C1)CC1=NC=CC(=C1)N(C)C